2-methylpropan-2-yl (1S,3S,4S,5R)-3-[(6-bromo-1,2-diazin-3-yl) oxy]-4-fluoro-1,5-dimethyl-8-azabicyclo[3.2.1]octane-8-carboxylate BrC1=CC=C(N=N1)O[C@H]1C[C@@]2(CC[C@]([C@@H]1F)(N2C(=O)OC(C)(C)C)C)C